tert-butyl (4-(piperidin-4-ylmethyl)phenyl)carbamate N1CCC(CC1)CC1=CC=C(C=C1)NC(OC(C)(C)C)=O